4,7-Dimethyl-2-methylen-1,3-dioxepan CC1OC(OC(CC1)C)=C